ClC1=NC=CC=C1COC=1C=CC2=C(C(=C(O2)C)C(=O)OCC)C1 ethyl 5-((2-chloropyridin-3-yl)methoxy)-2-methylbenzofuran-3-carboxylate